O1C(=CC=C1)CC=C1NC(=NC(=N1)C(Cl)(Cl)Cl)C(Cl)(Cl)Cl 2-(2'-furylethylidene)-4,6-bis(trichloromethyl)-s-triazine